octyl hexadecyl phosphite P(OCCCCCCCC)(OCCCCCCCCCCCCCCCC)[O-]